C1(=CC(=CC=C1)B(O)O)C1=CC=CC=C1 [1,1'-biphenyl]-3-yl-boronic acid